FC(OC1=CC=C(CNC(=O)N2CCC3(NC4=C(C=C(C=C4C(C3)=O)F)F)CC2)C=C1)F N-(4-(difluoromethoxy)benzyl)-6',8'-difluoro-4'-oxo-3',4'-dihydro-1'H-spiro[piperidine-4,2'-quinoline]-1-carboxamide